C(C)(C)C=1C(=NNC1C=1C=C(C=2N(C1)N=CN2)C)C2=CC=C(C=C2)[C@H](C)N(C(=O)[C@@H]2NCCC2)C (R)-N-((S)-1-(4-(4-isopropyl-5-(8-methyl-[1,2,4]triazolo[1,5-a]pyridin-6-yl)-1H-pyrazol-3-yl)phenyl)ethyl)-N-methylpyrrolidine-2-carboxamide